ClC1=NC=C(C(=N1)N1C[C@@H](CC1)CNC(OC(C)(C)C)=O)O tert-butyl N-[[(3S)-1-(2-chloro-5-hydroxy-pyrimidin-4-yl) pyrrolidin-3-yl] methyl]carbamate